methyl (S)-1-((S)-3-(5-bromo-3,6-dihydropyridin-1(2H)-yl)-2-((tert-butoxycarbonyl)amino)propanoyl)hexahydropyridazine-3-carboxylate BrC1=CCCN(C1)C[C@@H](C(=O)N1N[C@@H](CCC1)C(=O)OC)NC(=O)OC(C)(C)C